C1(CCCCC1)N(C1=CC=CC=C1)C(CC1(CCN(CC1)C1=NC=CC=C1C)C(=O)O)=O 4-[2-(N-cyclohexyl-anilino)-2-oxo-ethyl]-1-(3-methyl-2-pyridyl)piperidine-4-carboxylic acid